NC1=NC=C(C2=C1C(=NN2C)C2=CC(=C(C=C2)NS(=O)(=O)C(F)F)O[C@@H](C)C2=CC=C(C=C2)F)NC(C)=O (S)-N-(4-amino-3-(4-((difluoromethyl)sulfonamido)-3-(1-(4-fluorophenyl)eth-oxy)phenyl)-1-methyl-1H-pyrazolo[4,3-c]pyridin-7-yl)acetamide